N1C=C(C2=CC=CC=C12)C=1C2=C(N=C(N1)N1C(COCC1)C)CN(CC2)C(=O)C2(CC2)C#N 1-(4-(1H-indol-3-yl)-2-(3-methylmorpholino)-5,6,7,8-tetrahydropyrido[3,4-d]pyrimidine-7-carbonyl)cyclopropane-1-carbonitrile